tert-butyl 4-((5-(2-(2-aminopyridin-3-yl)-5-(1H-pyrazol-1-yl)-3H-imidazo[4,5-b]pyridin-3-yl)-2,3-dihydro-1H-inden-1-yl)methyl)piperidine-1-carboxylate NC1=NC=CC=C1C1=NC=2C(=NC(=CC2)N2N=CC=C2)N1C=1C=C2CCC(C2=CC1)CC1CCN(CC1)C(=O)OC(C)(C)C